(1R,2S,5R)-2-carbamoyl-7-oxo-1,6-diazabicyclo[3.2.1]oct-6-yl sulfate S(=O)(=O)(ON1[C@@H]2CC[C@H](N(C1=O)C2)C(N)=O)[O-]